C(C)(C)(C)C1=CC(=NO1)C(=O)N(CC1=C(C=C(C=C1)C1=C(C=NC=C1)OCCN(C(C=C)=O)C)C)C 5-(tert-butyl)-N-methyl-N-(2-methyl-4-(3-(2-(N-methylacrylamido)ethoxy)pyridin-4-yl)benzyl)isoxazole-3-carboxamide